CN1C(=NC=C1)CN1C2CC(CC1CC2)N 8-((1-methyl-1H-imidazol-2-yl)methyl)-8-azabicyclo[3.2.1]octan-3-amine